(2R,5R)-3-(4-aminophenylethyl)-2-(1-(4-bromophenyl)-3-(furan-3-yl)-1H-pyrazol-4-yl)-5-methyloxazolidin-4-one NC1=CC=C(C=C1)CCN1[C@H](O[C@@H](C1=O)C)C=1C(=NN(C1)C1=CC=C(C=C1)Br)C1=COC=C1